4-[4-(4-bromophenyl)-1H-pyrazol-5-yl]benzene-1,3-diol BrC1=CC=C(C=C1)C=1C=NNC1C1=C(C=C(C=C1)O)O